4-(4-methoxyphenyl)-7-[(5-piperazin-1-yl-2-pyridyl)amino]-2,3-dihydropyrrolo[3,4-c]pyridin-1-one COC1=CC=C(C=C1)C1=NC=C(C2=C1CNC2=O)NC2=NC=C(C=C2)N2CCNCC2